2-chloro-4-(5,5-dimethyl-1,3,2-dioxaborinan-2-yl)-6-methyl-1-(4-methylbenzenesulfonyl)pyrrolo[2,3-c]pyridine-7-one ClC1=CC2=C(C(N(C=C2B2OCC(CO2)(C)C)C)=O)N1S(=O)(=O)C1=CC=C(C=C1)C